6-amino-2-(3,5-dichloro-4-((3-isopropyl-1H-pyrazolo[3,4-c]pyridazin-5-yl)oxy)phenyl)-1,2,4-triazine-3,5(2H,4H)-dione NC=1C(NC(N(N1)C1=CC(=C(C(=C1)Cl)OC=1C=C2C(=NN1)NN=C2C(C)C)Cl)=O)=O